ClC=1C(=NOC1C)C(=O)NN 4-chloro-5-methylisoxazole-3-carboxylic acid hydrazide